NC=1C=2N(C=CN1)C(=NC2C2=C(C=C(C=C2)NC(=O)C=2C(N(C=CC2)C2=CC=C(C=C2)F)=O)F)C2CCNCC2 N-(4-(8-amino-3-(piperidin-4-yl)imidazo[1,5-a]pyrazin-1-yl)-3-fluorophenyl)-1-(4-fluorophenyl)-2-oxo-1,2-dihydropyridine-3-carboxamide